ClC1=C(C=C(N=N1)N[C@H]1CN(CCC1)CC)CC (6-chloro-5-ethyl-pyridazin-3-yl)-[(3R)-1-ethyl-3-piperidyl]amine